1,1'-(4-(5-fluorobenzo[b]thiophen-3-yl)-2,6-dimethyl-1,4-dihydropyridin-3,5-diyl)bis(ethan-1-one) FC1=CC2=C(SC=C2C2C(=C(NC(=C2C(C)=O)C)C)C(C)=O)C=C1